C(C)NC(=O)C1=NOC(=C1C1=CC=C(C=C1)CN1CCOCC1)C=1C=C(C(=CC1O)O)C1=C(C=CC=C1)F N-Ethyl-5-(2'-fluoro-4,6-dihydroxy-[1,1'-biphenyl]-3-yl)-4-(4-(morpholinomethyl)phenyl)isoxazole-3-carboxamide